CNC(=O)C1=CNC2=C1N=CN=C2NCC2=CC=C(C=C2)B(O)O 4-([[7-(methylcarbamoyl)-5H-pyrrolo[3,2-d]pyrimidin-4-yl]amino]-methyl)phenylboronic acid